O=C1NC(CCC1N1C(C2=CC=CC(=C2C1=O)NCCCCCCCNC(CN1CCN(CC1)C1=CC=C(C=C1)C1=NNC2=C1N=C(N=C2)C2=C(C=CC=C2OC)F)=O)=O)=O N-(7-((2-(2,6-dioxopiperidin-3-yl)-1,3-dioxoisoindolin-4-yl)amino)heptyl)-2-(4-(4-(5-(2-fluoro-6-methoxyphenyl)-1H-pyrazolo[4,3-d]pyrimidin-3-yl)phenyl)piperazin-1-yl)acetamide